N-((3-cyanophenyl)(cyclopropyl)methyl)-2-(2,6-dioxopiperidin-3-yl)-1-oxoisoindoline-5-carboxamide C(#N)C=1C=C(C=CC1)C(NC(=O)C=1C=C2CN(C(C2=CC1)=O)C1C(NC(CC1)=O)=O)C1CC1